CC1(CN(CCO1)C(=O)C=1C(C2=C(N=NC(=C2)OC2CC3=CC=CC=C3C2)N(C1)CC)=O)C 6-(2,2-Dimethylmorpholine-4-carbonyl)-8-ethyl-3-indan-2-yloxy-pyrido[2,3-c]pyridazin-5-one